CNCCN(CCCCCCCC(=O)OC(CCCCCCCC)CCCCCCCC)CCCCCC(OCCCCCCCCCCC)=O 1-octylnonyl 8-[2-(methylamino)ethyl-(6-oxo-6-undecoxy-hexyl)amino]octanoate